4-cyclohexylaminoethoxy-benzene C1(CCCCC1)NCCOC1=CC=CC=C1